C(C)(C)(C)OC(N[C@H]1C[C@@H](CC1)OC1=C(C(=CC(=C1)C)F)C1=CC=NO1)=O ((1R,3R)-3-(3-fluoro-2-(isoxazol-5-yl)-5-methylphenoxy)cyclopentyl)carbamic acid tert-butyl ester